C1=CC=CC=2C3=CC=CC=C3N(C12)C(=O)OCCOCCOC1=CC(=CC(=C1)N(C)C)OCCOCCOC(=O)N1C2=CC=CC=C2C=2C=CC=CC12 2-[2-(3-{2-[2-(9-carbazolylcarbonyloxy) ethoxy]ethoxy}-5-(dimethylamino)phenoxy)ethoxy]ethyl 9-carbazolecarboxylate